CC1=C(C2=CC=CC=C2C=C1)S(=O)(=O)O.[K] potassium methyl-naphthalenesulfonic acid